(12R)-12-fluoro-8,14-dioxa-10,19,20-triazatetracyclo[13.5.2.12,6.018,21]tricosa-1(20),2(23),3,5,15(22),16,18(21)-heptaen-9-one F[C@@H]1CNC(OCC2=CC=CC(C3=NNC=4C=CC(OC1)=CC34)=C2)=O